F[C@@]1(C[C@H](N(C1)C(CNC(CCCOC1=CC=CC=C1)=O)=O)C(=O)O)COC (2S,4R)-4-fluoro-4-(methoxymethyl)-1-((4-phenoxybutanoyl)glycyl)pyrrolidine-2-carboxylic acid